tert-butyl 4-[8-(4-hydroxybutyl)-2-methylsulfinyl-7-oxo-pyrido[2,3-d]pyrimidin-6-yl]-8-methyl-2,3-dihydroquinoxaline-1-carboxylate OCCCCN1C(C(=CC2=C1N=C(N=C2)S(=O)C)N2CCN(C1=C(C=CC=C21)C)C(=O)OC(C)(C)C)=O